C(C)OC=1C(=NC=CC1)N1N=CC(=C1C(F)(F)F)C(=O)O 1-(3-ethoxypyridin-2-yl)-5-(trifluoromethyl)-1H-pyrazole-4-carboxylic acid